N1=C2C(=NC=C1)N=CC(=C2)OB(O)O pyrido[2,3-b]pyrazin-7-yl-boric acid